tert-butyl 4-((5-bromo-1-methyl-1H-benzo[d]imidazol-2-yl)methyl)piperazine-1-carboxylate BrC1=CC2=C(N(C(=N2)CN2CCN(CC2)C(=O)OC(C)(C)C)C)C=C1